NC(CNC1=NC(=C2C(=N1)N(N=C2C)C)NCC2=CC(=C(C=C2)OC)Cl)(C)C N6-(2-amino-2-methylpropyl)-N4-[(3-chloro-4-methoxyphenyl)methyl]-1,3-dimethyl-1H-pyrazolo[3,4-d]pyrimidine-4,6-diamine